CC1=C(C=C(C=C1)C(=O)N1CCC(CC1)C1=CC=C(C=C1)OC=1C=NC(=CC1)C(F)(F)F)NS(=O)(=O)CC1=CC=CC=C1 N-(2-methyl-5-(4-(4-((6-(trifluoromethyl)pyridin-3-yl)oxy)phenyl)piperidine-1-carbonyl)phenyl)-1-phenylmethanesulfonamide